5,10,15,20-tetrakis(N-methyl-4-pyridinyl)porphyrin tetrakis(p-toluenesulfonate) CC1=CC=C(C=C1)S(=O)(=O)O.CC1=CC=C(C=C1)S(=O)(=O)O.CC1=CC=C(C=C1)S(=O)(=O)O.CC1=CC=C(C=C1)S(=O)(=O)O.CN1CC=C(C=C1)C=1C2=CC=C(N2)C(=C2C=CC(C(=C3C=CC(=C(C=4C=CC1N4)C4=CCN(C=C4)C)N3)C3=CCN(C=C3)C)=N2)C2=CCN(C=C2)C